(S)-2-((4-(6-((5-Fluorobenzo[d]oxazol-2-yl)methoxy)pyridin-2-yl)piperidin-1-yl)methyl)-1-((oxetan-2-yl)methyl)-1H-benzo[d]imidazole-6-carboxylic acid methyl ester COC(=O)C=1C=CC2=C(N(C(=N2)CN2CCC(CC2)C2=NC(=CC=C2)OCC=2OC3=C(N2)C=C(C=C3)F)C[C@H]3OCC3)C1